4-Bromo-2-methoxy-pyridine BrC1=CC(=NC=C1)OC